(4-((5-chloro-4-(1-methyl-1H-pyrazol-4-yl)pyrimidin-2-yl)amino)-3-methoxyphenyl)(4-(2-hydroxypropan-2-yl)piperidin-1-yl)methanone ClC=1C(=NC(=NC1)NC1=C(C=C(C=C1)C(=O)N1CCC(CC1)C(C)(C)O)OC)C=1C=NN(C1)C